e-tyrosine N[C@@H](CC1=CC=C(C=C1)O)C(=O)O